(3,3-difluoro-4-oxo-7-(pyridin-4-yl)-1,2,3,4-tetrahydronaphthalen-1-yl)acetic acid methyl ester COC(CC1CC(C(C2=CC=C(C=C12)C1=CC=NC=C1)=O)(F)F)=O